Cl.C(#C)C1(CC1)N 1-ethynylcyclopropan-1-amine hydrochloride